FC1(C=2N(CC(CC1)C(=O)OCC)N=C1C2CN(CC1)C(=O)OC(C)(C)C)F tert-Butyl 8-ethyl 11,11-difluoro-3,4,8,9,10,11-hexahydro-1H-pyrido[4',3':3,4]-pyrazolo[1,5-a]azepine-2,8(7H)-dicarboxylate